C(C1=CC=CC=C1)C=1C(=C(C=CC1N)N)C=1SC=CC1 benzyl-2-(thiophen-2-yl)benzene-1,4-diamine